3-(4-((2s,5r)-4-(tert-butoxycarbonyl)-2,5-dimethylpiperazin-1-yl)-5-(trifluoromethyl)-7H-pyrrolo[2,3-d]pyrimidin-7-yl)cyclohexane-1-carboxylic acid tert-butyl ester C(C)(C)(C)OC(=O)C1CC(CCC1)N1C=C(C2=C1N=CN=C2N2[C@H](CN([C@@H](C2)C)C(=O)OC(C)(C)C)C)C(F)(F)F